O=C1N(CCC1)CCC1=C(C=CC(=C1)C)S(=O)(=O)O 2-(2-oxopyrrolidin-1-yl)ethyl-4-methylbenzenesulfonic acid